COC1=C(C=C(C=C1)OC)C1=CC=C(C=C1)C=1N=NN(C1)C=1C=NC=CC1 3-(4-(2',5'-Dimethoxy-[1,1-biphenyl]-4-yl)-1H-1,2,3-triazol-1-yl)pyridine